(3R,6R)-1-(5-chloro-3-fluoropyridin-2-yl)-3-(hydroxymethyl)-6-methyl-4-(4-(trifluoromethyl)benzyl)piperazine-2,5-dione ClC=1C=C(C(=NC1)N1C([C@H](N(C([C@H]1C)=O)CC1=CC=C(C=C1)C(F)(F)F)CO)=O)F